1-[2-(1-benzothiophen-5-yl)-3-(pyridin-4-yl)-6,7-dihydropyrazolo[1,5-a]pyrazin-5(4H)-yl]prop-2-en-1-one S1C=CC2=C1C=CC(=C2)C2=NN1C(CN(CC1)C(C=C)=O)=C2C2=CC=NC=C2